2-(trans-4-(((trans-4-(3-Cyano-4-methoxyphenyl)cyclohexyl)-methyl)(4-(2-isopropyloxazol-4-yl)pyridin-2-yl)carbamoyl)-cyclohexyl)acetic acid C(#N)C=1C=C(C=CC1OC)[C@@H]1CC[C@H](CC1)CN(C(=O)[C@@H]1CC[C@H](CC1)CC(=O)O)C1=NC=CC(=C1)C=1N=C(OC1)C(C)C